C(#N)/C(/C(=O)N)=C\C1=C(C=CC=C1)OC (E)-2-cyano-3-(2-methoxyphenyl)acrylamide